beta-hydroxyethyl propionate C(CC)(=O)OCCO